3,3,3',3'-tetrakis(trifluoromethyl)-1λ4-1,1'-spirobi[3H-2,1-benzoxathiol] FC(C1(OS2(C3=C1C=CC=C3)OC(C3=C2C=CC=C3)(C(F)(F)F)C(F)(F)F)C(F)(F)F)(F)F